(2S,3R)-2-(tert-butoxycarbonylamino)-3-phenoxy-butanoic acid C(C)(C)(C)OC(=O)N[C@H](C(=O)O)[C@@H](C)OC1=CC=CC=C1